CNC(C=C)=O 1-(methylamino)-2-propen-1-one